(2R)-2-amino-3-(pyrimidin-5-yl)propionic acid methyl ester hydrochloride Cl.COC([C@@H](CC=1C=NC=NC1)N)=O